6H-benzo[c]chromene-3-carboxylic acid methyl ester COC(=O)C1=CC=C2C3=C(COC2=C1)C=CC=C3